FC(C1=CC=C(C=C1)C=1SC(=C(N1)C)C(C)=O)(F)F 2-(4-trifluoromethylphenyl)-4-methyl-5-acetyl-thiazole